OC=1C=C2C=C(C(=NC2=CC1)C)C1C(NC(CC1)=O)=O 3-(6-hydroxy-2-methylquinolin-3-yl)piperidine-2,6-dione